4,5-DIMETHYL-2-FUROIC ACID CC=1C=C(OC1C)C(=O)O